CCCCC/C=C\\CC(/C=C/C=C\\C/C=C\\CCCC(=O)SCCNC(=O)CCNC(=O)[C@@H](C(C)(C)COP(=O)([O-])OP(=O)([O-])OC[C@@H]1[C@H]([C@H]([C@@H](O1)N2C=NC3=C(N=CN=C32)N)O)OP(=O)([O-])[O-])O)O The molecule is a polyunsaturated fatty acyl-CoA(4-) arising from deprotonation of the phosphate and diphosphate functions of 12-hydroxy-(5Z,8Z,10E,14Z)-icosatetraenoyl-CoA; major species at pH 7.3. It is a long-chain fatty acyl-CoA(4-) and a polyunsaturated fatty acyl-CoA(4-). It is a conjugate base of a 12-hydroxy-(5Z,8Z,10E,14Z)-icosatetraenoyl-CoA.